tert-butyl (3-(((1-(4-(2,6-dioxopiperidin-3-yl)-2-fluorophenyl)piperidin-4-yl)methyl)amino)cyclobutyl)carbamate O=C1NC(CCC1C1=CC(=C(C=C1)N1CCC(CC1)CNC1CC(C1)NC(OC(C)(C)C)=O)F)=O